4-amino-1-(1-hydroxy-1-methyl-2,3-dihydro-1H-inden-5-yl)-2-oxo-7-(trifluoromethyl)-1,2-Dihydroquinoline-3-carboxylic acid methyl ester COC(=O)C=1C(N(C2=CC(=CC=C2C1N)C(F)(F)F)C=1C=C2CCC(C2=CC1)(C)O)=O